BrC1=C2C=NN(C2=CC(=C1C=C)C)C1OCCCC1 4-Bromo-6-methyl-1-(tetrahydro-2H-pyran-2-yl)-5-vinyl-1H-indazole